FCCCCCCBr fluorohexyl bromide